COCC=1N=CSC1S(=O)(=O)Cl 4-(methoxymethyl)thiazole-5-sulfonyl chloride